4-formyl-5-hydroxy-N-(2-methoxyethyl)benzo[b]Thiophene-2-carboxamide C(=O)C1=C(C=CC=2SC(=CC21)C(=O)NCCOC)O